2-hydroxy-2,3-dimethylpentanoic acid OC(C(=O)O)(C(CC)C)C